2-ethoxy-3,4,5,6-tetrafluoro-N,N-dimethylbenzenesulfonamide C(C)OC1=C(C(=C(C(=C1F)F)F)F)S(=O)(=O)N(C)C